NC1=CC2=CNN=C2C=C1OCCO 5-amino-6-(2-hydroxyethoxy)-2H-indazol